C(C)OC1=CC=C(C=C1)N=NC1=C(C=C(C=C1)N)N 4'-Ethoxy-2,4-diaminoazobenzen